dodeca-3,6-dien-5-one CCC=CC(C=CCCCCC)=O